C1(CCCC1)N(C(=O)C1=NC(=CN=C1)C1=CC=C(C=C1)C(F)(F)F)C N-cyclopentyl-N-methyl-6-(4-(trifluoromethyl)phenyl)pyrazine-2-carboxamide